methyl 2-[4-[3-[3-[3-(3-tert-butoxy-3-oxo-propoxy)propoxy]propoxy] propoxy]-3,5-dichloro-anilino]benzoate C(C)(C)(C)OC(CCOCCCOCCCOCCCOC1=C(C=C(NC2=C(C(=O)OC)C=CC=C2)C=C1Cl)Cl)=O